5-Ethylisoxazol-3-amine C(C)C1=CC(=NO1)N